ClC=1C(=CC(=C(C1)N(C(=O)[C@H]1N(C([C@H]2[C@@H]1CCC2)=O)C(=O)OC(C)(C)C)C([2H])([2H])[2H])F)F tert-butyl (1S,3aR,6aS)-1-((5-chloro-2,4-difluorophenyl)(methyl-d3)carbamoyl)-3-oxohexahydrocyclopenta[c]pyrrole-2(1H)-carboxylate